(R)-3-(4-((4-((S)-3-chloro-2-hydroxypropoxy)-3-methylphenyl)ethynyl)-2-methylphenoxy)propane-1,2-diol ClC[C@H](COC1=C(C=C(C=C1)C#CC1=CC(=C(OC[C@@H](CO)O)C=C1)C)C)O